6-hydroxy-1-(3-oxocyclobutyl)-1,2,3,4-tetrahydro-1,8-naphthyridin-2-one OC=1C=C2CCC(N(C2=NC1)C1CC(C1)=O)=O